C(C)(C)(C)OCCCCCC[SiH](CC1=CC=CC=2C3=CC=CC=C3CC12)C1C=CC=C1 (tert-Butoxyhexyl)(cyclopentadienyl)(fluorenyl)methylsilane